NC=1C2=C(N=CN1)N(C=C2C(=O)NC2=CC=C(C=C2)C#C)C(C)(C)C 4-amino-7-(tert-butyl)-N-(4-ethynylphenyl)-7H-pyrrolo[2,3-d]pyrimidine-5-carboxamide